2-((4-(6-((4-Cyano-2-fluorobenzyl)oxy)pyridin-2-yl)piperidin-1-yl)methyl)-7-methoxy-3-methyl-3H-imidazo[4,5-b]pyridine C(#N)C1=CC(=C(COC2=CC=CC(=N2)C2CCN(CC2)CC2=NC=3C(=NC=CC3OC)N2C)C=C1)F